N-{[1,1'-biphenyl]-4-yl}-N-[4-(6,8-di-tert-butyl-9-methyl-9-phenyl-9H-fluoren-4-yl)phenyl]-9,9-dimethyl-9H-fluorene-2-amine C1(=CC=C(C=C1)N(C1=CC=2C(C3=CC=CC=C3C2C=C1)(C)C)C1=CC=C(C=C1)C1=CC=CC=2C(C3=C(C=C(C=C3C12)C(C)(C)C)C(C)(C)C)(C1=CC=CC=C1)C)C1=CC=CC=C1